butyl (1-(2-((2-(2,6-dioxopiperidin-3-yl)-1,3-dioxoisoindolin-4-yl)oxy)acetyl)piperidin-4-yl)carbamate O=C1NC(CCC1N1C(C2=CC=CC(=C2C1=O)OCC(=O)N1CCC(CC1)NC(OCCCC)=O)=O)=O